1-[5-methyl-1-[4-(trifluoromethoxy)phenyl]pyrazol-3-yl]piperidin-4-one CC1=CC(=NN1C1=CC=C(C=C1)OC(F)(F)F)N1CCC(CC1)=O